C(C)OC[C@@H]1CCC2=CCCN12 (3s,7as)-3-(ethoxymethyl)tetrahydro-1H-pyrrolizin